1-(4-(benzyloxy)phenyl)-2-((3aR,5s,6aS)-5-(4-fluorophenoxy)hexahydrocyclopenta[c]pyrrol-2(1H)-yl)ethanone C(C1=CC=CC=C1)OC1=CC=C(C=C1)C(CN1C[C@@H]2[C@H](C1)CC(C2)OC2=CC=C(C=C2)F)=O